(2-(6-(2-ethyl-5-fluoro-4-hydroxyphenyl)-7-fluoro-1-(tetrahydro-2H-pyran-2-yl)-1H-indazol-3-yl)-1H-imidazol-4-yl)-2,5-dihydro-1H-pyrrole-1-carboxylic acid tert-butyl ester C(C)(C)(C)OC(=O)N1C(C=CC1)C=1N=C(NC1)C1=NN(C2=C(C(=CC=C12)C1=C(C=C(C(=C1)F)O)CC)F)C1OCCCC1